2-[(2,6-bis-methylamino-8-propylamino-pyrimido[5,4-d]pyrimidin-4-yl)-methyl-amino]-ethanol CNC=1N=C(C2=C(N1)C(=NC(=N2)NC)NCCC)N(CCO)C